NC1(CCC1)C1=CC=C(C=C1)N1C(=NC=2C1=NC(=CC2)C=2C=C(CCNC(CNC1=C3C(N(C(C3=CC=C1)=O)C1C(NC(CC1)=O)=O)=O)=O)C=CC2)C=2C(=NC=CC2)N N-(3-(3-(4-(1-aminocyclobutyl)phenyl)-2-(2-aminopyridin-3-yl)-3H-imidazo[4,5-b]pyridin-5-yl)phenethyl)-2-((2-(2,6-dioxopiperidin-3-yl)-1,3-dioxoisoindolin-4-yl)amino)acetamide